N-(2,6-dioxopiperidin-3-yl)benzo[d]isothiazole-7-carboxamide O=C1NC(CCC1NC(=O)C1=CC=CC=2C=NSC21)=O